4-((3,8-diazabicyclo[3.2.1]octan-3-yl)-6,8-difluoro-2-(((2R,7aS)-2-fluorotetrahydro-1H-pyrrolizin-7a(5H)-yl)methoxy)-5-methoxyquinazolin-7-yl)-5-fluoronaphthalen-2-ol C12CN(CC(CC1)N2)C2=NC(=NC1=C(C(=C(C(=C21)OC)F)C2=CC(=CC1=CC=CC(=C21)F)O)F)OC[C@]21CCCN1C[C@@H](C2)F